OCCN(C1=CC=C(C=C1)/C=C/C(=O)C1=CC=C(C=C1)NC(C1=C(C=CC=C1)C)=O)C N-[4-[(E)-3-[4-[2-Hydroxyethyl(methyl)amino]phenyl]prop-2-enoyl]phenyl]-2-methylbenzamide